ClCC=1C(=NC(=NC1)O[C@@H]1C[C@@]2(N(C=3C(=NN=C(C3)C3=C(C(=CC=C3)F)O)NC2)C1)C(F)F)C(C)C 2-((6aS,8R)-8-((5-(chloromethyl)-4-isopropylpyrimidin-2-yl)oxy)-6a-(difluoromethyl)-5,6,6a,7,8,9-hexahydropyrrolo[1',2':4,5]pyrazino[2,3-c]pyridazin-2-yl)-6-fluorophenol